COC1=CC=C(CN2C3=NC(=NC(=C3N=C2)N2N=CC=3C=NC=CC32)C(N)=S)C=C1 9-(4-methoxybenzyl)-6-(1H-pyrazolo[4,3-c]pyridin-1-yl)-9H-purine-2-thiocarboxamide